15-chloro-16-hydroxy-21-methoxy-8,11-dioxa-18lambda6-thia-19-azatetracyclo[18.3.1.113,17.02,7]pentacosa-1(24),2,4,6,13,15,17(25),20,22-nonaene-12,18,18-trione ClC=1C=C2C(OCCOC3=CC=CC=C3C=3C=CC(=C(NS(C(C1O)=C2)(=O)=O)C3)OC)=O